(4-fluoro-3,5-dimethylphenyl)hydrazine hydrochloride Cl.FC1=C(C=C(C=C1C)NN)C